C(#N)C1(CC1)NC([C@H](CC=1OC2=C(N1)C=CC(=C2)C2=NC(=CC=C2)C)NC(=O)C2=CC(=NN2C2CC2)C2(CC2)C)=O (S)-N-(1-((1-cyanocyclopropyl)amino)-3-(6-(6-methylpyridin-2-yl)benzo[d]oxazol-2-yl)-1-oxopropan-2-yl)-1-cyclopropyl-3-(1-methylcyclopropyl)-1H-pyrazole-5-carboxamide